4-(6-(4-Methoxy-3-propoxyphenyl)-4-methylpyridin-2-yl)-1,2-oxaborolan-2-ol COC1=C(C=C(C=C1)C1=CC(=CC(=N1)C1CB(OC1)O)C)OCCC